3-[5-Chloro-4-(trifluoromethyl)pyridin-2-yl]-4-hydroxy-1-methylimidazolidin-2-on ClC=1C(=CC(=NC1)N1C(N(CC1O)C)=O)C(F)(F)F